CC(CC(=O)O)CCCCCCC(CC(=O)O)C 3,10-Dimethyldodecanedioic acid